COC=1C(=C2C=CNC2=C(C1)C)CN1[C@@H](CC2(CCCO2)CC1)C1=CC=C(C(=O)O)C=C1 4-((7S)-8-((5-methoxy-7-methyl-1H-indol-4-yl)methyl)-1-oxa-8-azaspiro[4.5]decan-7-yl)benzoic Acid